C(C)(C)C=1OC(=CC(C1)=C(C#N)C#N)C=CC1=CC=2C(CCN3CCC(C(C23)=C1)(C)C)(C)C 2-{2-isopropyl-6-[2-(1,1,7,7-tetramethyl-2,3,6,7-tetrahydro-1H,5H-benzo[ij]quinolizin-9-yl)vinyl]-4H-pyran-4-ylidene}malononitrile